Tert-Butyl (2-bromo-4-fluorophenyl)carbamate BrC1=C(C=CC(=C1)F)NC(OC(C)(C)C)=O